tert-butyl (1-((2-nitrophenyl)sulfonamido)pentan-3-yl)carbamate [N+](=O)([O-])C1=C(C=CC=C1)S(=O)(=O)NCCC(CC)NC(OC(C)(C)C)=O